OCC1OC(OC1)=O hydroxymethyl-dioxolanon